1-(4-methoxybenzyl)-3-(2-(1,2,3,4-tetrahydronaphthalene-1-carbonyl)-2-azaspiro[3.3]heptan-6-yl)urea COC1=CC=C(CNC(=O)NC2CC3(CN(C3)C(=O)C3CCCC4=CC=CC=C34)C2)C=C1